FC1(CCN(CC1)C1=NC2=CC(=C(C=C2C(=N1)NC1CCN(CC1)CC(=O)O)OC)OCCCN1CCCC1)F 2-(4-((2-(4,4-difluoropiperidin-1-yl)-6-methoxy-7-(3-(pyrrolidin-1-yl)propoxy)quinazolin-4-yl)amino)piperidin-1-yl)acetic acid